N(=[N+]=[N-])[C@@H]1C[C@@H]([C@H](O[C@@H]1O[C@@H]1[C@H]([C@@H]([C@H]([C@@H]([C@H]1O)O)NC(=O)OCC1=CC=CC=C1)O)NC(=O)OCC1=CC=CC=C1)[C@H](C)N(C(OCC1=CC=CC=C1)=O)CC1=CC=CC=C1)OCC1=CC=CC=C1 benzyl N-[(1S)-1-[(2R,3S,5R,6S)-5-azido-3-benzyloxy-6-[(1R,2S,3R,4R,5S,6R)-2,4-bis(benzyloxycarbonylamino)-3,5,6-trihydroxy-cyclohexoxy]tetrahydropyran-2-yl]ethyl]-N-benzyl-carbamate